CC1([C@@H](CC(O1)=O)C=C(C)C)C (S)-(-)-5,5-dimethyl-4-(2-methyl-1-propen-1-yl)dihydrofuran-2(3H)-one